tert-butyl (3S)-3-[[4-[6-(methylsulfonylmethyl)-1-(2-trimethyl silylethoxymethyl) indol-3-yl]-5-(trifluoromethyl)pyrimidin-2-yl]amino]piperidine-1-carboxylate CS(=O)(=O)CC1=CC=C2C(=CN(C2=C1)COCC[Si](C)(C)C)C1=NC(=NC=C1C(F)(F)F)N[C@@H]1CN(CCC1)C(=O)OC(C)(C)C